FC(OC1=CC=C(C=C1)C1=NC2=C(N1CC1=C(OCC3CC(CC3)CC(=O)O)C=CC=C1)C=CC=C2)(F)F 2-(3-((2-((2-(4-(trifluoromethoxy)phenyl)-1H-benzo[d]imidazol-1-yl)methyl)phenoxy)methyl)cyclopentyl)acetic acid